[Ir+3].[Cu-]=O.[Cu-]=O.[Cu-]=O cuprous oxide iridium